N-(cis-1-isobutyryl-2-(3-(pyrrolidin-1-yl)benzyl)pyrrolidin-3-yl)methanesulfonamide C(C(C)C)(=O)N1[C@H]([C@H](CC1)NS(=O)(=O)C)CC1=CC(=CC=C1)N1CCCC1